C(#N)C(CNC=1C(=CC=C2C=CC(=CC12)C1=CC=CC(=N1)C(=O)NC1CCN(CC1)C(CCOC)=O)OC)=C 6-{8-[(2-cyano-2-methylideneethyl)amino]-7-methoxynaphthalen-2-yl}-N-[1-(3-methoxypropanoyl)piperidin-4-yl]pyridine-2-carboxamide